CC1CCCC(N1)C=1C=CC2=C(N=CS2)C1 5-(6-methylpiperidin-2-yl)benzo[d]thiazole